OC1(CNCCC1)C 3-Hydroxy-3-methylpiperidin